BrC=1C=NC=C(N1)Cl 3-bromo-5-chloropyrazine